N1N=CC(=C1)C12CC(C1)(C2)NC(OC(C)(C)C)=O tert-butyl (3-(1H-pyrazol-4-yl)bicyclo[1.1.1]pentan-1-yl)carbamate